O=C(CCCC(=O)O)NCC1=CC=C(C=C1)NC1=CC=C(C=C1)N1CCC(CC1)C(F)(F)F 5-oxo-5-((4-((4-(4-(trifluoromethyl)piperidin-1-yl)phenyl)amino)benzyl)amino)pentanoic acid